ethyl [(3S)-1-(7'-methyl-2'-oxo-1',2'-dihydrospiro[cyclohexane-1,3'-indol]-4-yl)pyrrolidin-3-yl]carbamate CC=1C=CC=C2C3(C(NC12)=O)CCC(CC3)N3C[C@H](CC3)NC(OCC)=O